C1(CCCCC1)[C@@H]1N(CC2=C(NC1=O)C=CC=C2)C(=O)N (S)-3-cyclohexyl-2-oxo-1,2,3,5-tetrahydro-4H-benzo[e][1,4]Diazepine-4-carboxamide